BrC1=C(N=NC(=C1)Cl)C#CC1CN(C1)C(=O)OC(C)(C)C tert-butyl 3-((4-bromo-6-chloropyridazin-3-yl)ethynyl)azetidine-1-carboxylate